1-(4-((3-amino-2-hydroxyphenyl)diazenyl)phenyl)propan-1-one NC=1C(=C(C=CC1)N=NC1=CC=C(C=C1)C(CC)=O)O